7-(4-amino-3-nitrophenyl)-N-(4-morpholinophenyl)thieno[3,2-d]pyrimidine-2-amine NC1=C(C=C(C=C1)C1=CSC2=C1N=C(N=C2)NC2=CC=C(C=C2)N2CCOCC2)[N+](=O)[O-]